4-cyano-1,3-dioxolan-2-one C(#N)C1OC(OC1)=O